Methyl (R)-3-((1-(4-(3-(3-((tert-butoxycarbonyl)amino)piperidine-1-carbonyl)-5-(4-cyano-3-fluorophenyl)-1H-pyrazol-1-yl)phenyl)piperidin-4-yl)oxy)propanoate C(C)(C)(C)OC(=O)N[C@H]1CN(CCC1)C(=O)C1=NN(C(=C1)C1=CC(=C(C=C1)C#N)F)C1=CC=C(C=C1)N1CCC(CC1)OCCC(=O)OC